N1(N=NC2=C1C=CC=C2)C2=CC=CC(=N2)N 6-(1H-benzotriazole-1-yl)pyridine-2-amine